ClC1=C(C=C2C(=C(N(C2=C1F)C)C1=NNC(=N1)[C@H](C)NC)N1C=NC=C1)OC (S)-1-(3-(6-chloro-7-fluoro-3-(1H-imidazol-1-yl)-5-methoxy-1-methyl-1H-indol-2-yl)-1H-1,2,4-triazol-5-yl)-N-methylethan-1-amine